6-phenyl-1-(piperidin-4-yl)-1H-benzo[d]imidazol-2(3H)-one C1(=CC=CC=C1)C=1C=CC2=C(N(C(N2)=O)C2CCNCC2)C1